ClC=1C=C(C=C(C1)Cl)C1=NC(=CC(=C1)CN1CCC(CC1)CC(C(=O)O)C)OC=1C=NC(=NC1)N1CCN(CC1)C[C@@H](C)O 3-(1-((2-(3,5-dichlorophenyl)-6-((2-(4-((R)-2-hydroxypropyl)piperazin-1-yl)pyrimidin-5-yl)oxy)pyridin-4-yl)methyl)piperidin-4-yl)-2-methylpropanoic acid